OP(O)(=O)OP(=O)([O-])O.[NH4+] monoammonium dihydrogen pyrophosphate